N1=CC=NC2=C(C=CC(=C12)N1C=2C=CC(=CC2C(C2=CC(=CC=C12)C1=CC=C(C=C1)C1=CC(=CC=2C3=CC(=CC=C3NC12)N(C1=CC=CC=C1)C1=CC=CC=C1)N(C1=CC=CC=C1)C1=CC=CC=C1)(C)C)C1=CC=C(C=C1)C1=CC(=CC=2C3=CC(=CC=C3NC12)N(C1=CC=CC=C1)C1=CC=CC=C1)N(C1=CC=CC=C1)C1=CC=CC=C1)N1C=2C=CC(=CC2C(C2=CC(=CC=C12)C1=CC=C(C=C1)C1=CC(=CC=2C3=CC(=CC=C3NC12)N(C1=CC=CC=C1)C1=CC=CC=C1)N(C1=CC=CC=C1)C1=CC=CC=C1)(C)C)C1=CC=C(C=C1)C1=CC(=CC=2C3=CC(=CC=C3NC12)N(C1=CC=CC=C1)C1=CC=CC=C1)N(C1=CC=CC=C1)C1=CC=CC=C1 (quinoxaline-5,8-diylbis(9,9-dimethyl-9,10-dihydroacridine-10,2,7-triyl))tetra(benzene-4,1-diyl)tetra(N3,N3,N6,N6-tetraphenyl-9H-carbazole-3,6-diamine)